FC(OC1=CC=CC2=CC=C(C=C12)B(O)O)F 1-(DIFLUOROMETHOXY)NAPHTHALENE-7-BORONIC ACID